isopropyl-4-methyl-1H-imidazole C(C)(C)N1C=NC(=C1)C